NC1=NC=C(C=C1O[C@H](C)C=1C=C(C=CC1)NC(C1=CC(=CC=C1)S(=O)(=O)C)=O)Cl (R)-N-(3-(1-((2-amino-5-chloropyridin-3-yl)oxy)ethyl)-phenyl)-3-(methylsulfonyl)-benzamide